3-carbonyl-3-(3-methylphenyl)propanamide C(=O)=C(CC(=O)N)C1=CC(=CC=C1)C